2-amino-1'-[5-cyano-6-[(1R,5S)-3,8-diazabicyclo[3.2.1]octan-3-yl]-2-(1H-pyrazol-5-ylmethoxy)pyrimidin-4-yl]spiro[5,6-dihydrocyclopenta[b]thiophene-4,3'-azetidine]-3-carbonitrile NC1=C(C2=C(S1)CCC21CN(C1)C1=NC(=NC(=C1C#N)N1C[C@H]2CC[C@@H](C1)N2)OCC2=CC=NN2)C#N